CC(C(=O)N(C)F)(F)F D-2,N-dimethyl-trifluoroacetamide